C(C=C)OCCCCC(Br)(Br)Br tribromoamyl allyl ether